FC=1C(=CC=2C3=C(NC(C2C1)=O)COC[C@H]3N(C(=O)C=3C=C1C=CC(=CN1C3)F)C)F (S)-N-(8,9-difluoro-6-oxo-1,4,5,6-tetrahydro-2H-pyrano[3,4-c]isoquinolin-1-yl)-6-fluoro-N-methylindolizine-2-carboxamide